3,5-dimethyl-phenylamino-4-nitrobenzenesulfonamide CC=1C=C(C=C(C1)C)NC1=C(C=CC(=C1)[N+](=O)[O-])S(=O)(=O)N